BrC1=C2C(=C(N=C1)OC)N(C(=C2)C)S(=O)(=O)C2=CC=C(C)C=C2 4-bromo-7-methoxy-2-methyl-1-tosyl-1H-pyrrolo[2,3-c]pyridine